1-[3-fluoro-5-isobutyl-2-(2H-tetrazol-5-yl)phenyl]-4-[[4-(trifluoro-methyl)-2-pyridyl]-methyl]piperazine FC=1C(=C(C=C(C1)CC(C)C)N1CCN(CC1)CC1=NC=CC(=C1)C(F)(F)F)C=1N=NNN1